1-(3-trimethoxysilylpropylaminopropyl)-1,1-dimethoxy-3,3,5,5,7,7,9,9,9-nonaphenyl-pentasiloxane CO[Si](CCCNCCC[Si](O[Si](O[Si](O[Si](O[Si](C1=CC=CC=C1)(C1=CC=CC=C1)C1=CC=CC=C1)(C1=CC=CC=C1)C1=CC=CC=C1)(C1=CC=CC=C1)C1=CC=CC=C1)(C1=CC=CC=C1)C1=CC=CC=C1)(OC)OC)(OC)OC